4-bromo-1,3-dihydro-2H-pyrrolo[2,3-b]pyridin-2-one BrC1=C2C(=NC=C1)NC(C2)=O